N1(C=NC=C1)C=1C=C(C=C(C1)C1=C(C=C(C=C1C(C)C)C(C)C)C(C)C)O 5-(1H-imidazol-1-yl)-2',4',6'-triisopropyl-[1,1'-biphenyl]-3-ol